NC1=C2C(=NC=N1)N(N=C2C=2C=NC(=NC2)OC)[C@@H](C)C=2C=C1N(C(C2C2=CC(=CC=C2)F)=O)C(=CS1)C (S)-7-(1-(4-amino-3-(2-methoxypyrimidin-5-yl)-1H-pyrazolo[3,4-d]pyrimidin-1-yl)ethyl)-6-(3-fluorophenyl)-3-methyl-5H-thiazolo[3,2-a]pyridin-5-one